8-[(5R)-5-amino-3,3-dimethylpiperidin-1-yl]quinoxaline-5-carbonitrile hydrochloride Cl.N[C@@H]1CC(CN(C1)C1=CC=C(C=2N=CC=NC12)C#N)(C)C